2-((2-ethyl-6-fluoro-5-(piperazin-1-yl)pyrazolo[1,5-a]pyridin-3-yl)(methyl-d3)amino)-4-(4-fluorophenyl-2,3,5,6-d4)thiazole-5-carbonitrile C(C)C1=NN2C(C=C(C(=C2)F)N2CCNCC2)=C1N(C=1SC(=C(N1)C1=C(C(=C(C(=C1[2H])[2H])F)[2H])[2H])C#N)C([2H])([2H])[2H]